4-((1S,4S,5R)-5-((5-cyclopropyl-3-(2,6-dichlorophenyl)isoxazol-4-yl)methoxy)-2-azabicyclo[2.2.1]heptan-2-yl)-N-(phenylsulfonyl)benzamide C1(CC1)C1=C(C(=NO1)C1=C(C=CC=C1Cl)Cl)CO[C@H]1[C@@H]2CN([C@H](C1)C2)C2=CC=C(C(=O)NS(=O)(=O)C1=CC=CC=C1)C=C2